ClC1C(N(/C(/S1)=N/C(=O)NC1=CC=C(C=C1)C1=NN(C=N1)C1=CC=C(C=C1)OC(F)(F)F)C1=C(C=CC(=C1)C)C(C)C)=O (Z)-1-(5-chloro-3-(2-isopropyl-5-methylphenyl)-4-oxothiazolidin-2-ylidene)-3-(4-(1-(4-(trifluoromethoxy)phenyl)-1H-1,2,4-triazol-3-yl)phenyl)urea